(propane-1-yn-1-yl)-1H-indazole-7-carboxamide C(#CC)N1N=CC2=CC=CC(=C12)C(=O)N